tert-Butyl 5-formyl-2-methoxybenzoate C(=O)C=1C=CC(=C(C(=O)OC(C)(C)C)C1)OC